FC=C(F)F 1,2,2-trifluoroethene